C1(=CC=C(C=C1)N(C=1C=C2C=3C=CC=CC3C(=CC2=C2C=CC=CC12)N(C1=CC=C(C=C1)C)C1=CC=C(C=C1)C)C1=CC=C(C=C1)C)C N,N,N',N'-tetra(p-tolyl)Chrysen-6,12-diamine